C(C(C)(C)C)(=O)OC1=CC2=C(C=CCCC2)C=C1 6,7-dihydro-5H-benzo[7]annulen-3-yl pivalate